3,6-dichloro-N-ethyl-1-((2-(trimethylsilyl)ethoxy)methyl)-1H-pyrrolo[2,3-b]pyridin-4-amine ClC1=CN(C=2N=C(C=C(C21)NCC)Cl)COCC[Si](C)(C)C